bis(aspartic acid) disodium salt [Na+].[Na+].N[C@@H](CC(=O)[O-])C(=O)[O-].N[C@@H](CC(=O)O)C(=O)O